FC=1C=C2C(=CC1)NC(C21CCN(CC1)CCCCCC1=C2CN(C(C2=CC=C1)=O)C1C(NC(CC1)=O)=O)=O 3-(4-(5-(5-fluoro-2-oxospiro[indoline-3,4'-piperidine]-1'-yl)pentyl)-1-oxoisoindolin-2-yl)piperidine-2,6-dione